N,N-dibenzyl-2-((S)-1-(4-fluorophenyl)-3,4-dihydroisoquinolin-2(1H)-yl)-3-oxa-1-azaspiro[4.4]non-1-en-7-amine C(C1=CC=CC=C1)N(C1CC2(COC(=N2)N2[C@H](C3=CC=CC=C3CC2)C2=CC=C(C=C2)F)CC1)CC1=CC=CC=C1